disodium monocopper (II) citrate C(CC(O)(C(=O)[O-])CC(=O)[O-])(=O)[O-].[Cu+2].[Na+].[Na+]